BrC=1C(N(C(=CC1OCC1=C(C=C(C=C1)F)F)C)CC1=CC=C(O1)C(=O)N)=O 5-{[3-bromo-4-[(2,4-difluorobenzyl)oxy]-6-methyl-2-oxopyridin-1(2H)-yl]methyl}-2-furancarboxamide